NCCNC(=O)OCC (2-aminoethyl)urethane